CC1=CC=C(C=C1)S(=O)(=O)O.NC[C@H](C1=CC(=CC=C1)Cl)NC(=O)C=1N=CN(C1)C1=NC(=NC=C1C)NC1CC(C1)(F)F (S)-N-(2-amino-1-(3-chlorophenyl)ethyl)-1-(2-((3,3-difluorocyclobutyl)amino)-5-methylpyrimidin-4-yl)-1H-imidazole-4-amide p-toluenesulfonate